P(=O)([O-])([O-])[O-].[Cr+2].P(=O)([O-])([O-])[O-].[Cr+2].[Cr+2] chromium(II) phosphate